1-(1-Methoxyisoquinolin-4-yl)ethan-1-one COC1=NC=C(C2=CC=CC=C12)C(C)=O